9-(7-benzothiophene-2-yl-naphthalene-2-yl)-3,6-di-quinoline-3-yl-9H-carbazole S1C(=CC2=C1C=CC=C2)C2=CC=C1C=CC(=CC1=C2)N2C1=CC=C(C=C1C=1C=C(C=CC21)C=2C=NC1=CC=CC=C1C2)C=2C=NC1=CC=CC=C1C2